2-methoxyethyl-4-{2-[2-(difluoromethyl)-4-methoxy-1H-benzo[d]imidazol-1-yl]-6-morpholinopyrimidin-4-yl}piperazine COCCN1CCN(CC1)C1=NC(=NC(=C1)N1CCOCC1)N1C(=NC2=C1C=CC=C2OC)C(F)F